(S)-2-((4-(6-((7-fluorobenzo[d]thiazol-2-yl)methoxy)pyridin-2-yl)piperazin-1-yl)methyl)-1-(oxetan-2-ylmethyl)-1H-benzo[d]imidazole-6-carboxylic acid FC1=CC=CC=2N=C(SC21)COC2=CC=CC(=N2)N2CCN(CC2)CC2=NC1=C(N2C[C@H]2OCC2)C=C(C=C1)C(=O)O